ClC1=CC=C(C=C1)C1=NN(C[C@@H]1C1=CC=CC=C1)C(NCCS(N)(=O)=O)=NS(=O)(=O)C1=NN(N=C1)C(C)C (S)-3-(4-chlorophenyl)-N'-((2-isopropyl-2H-1,2,3-triazol-4-yl)sulfonyl)-4-phenyl-N-(2-sulfamoylethyl)-4,5-dihydro-1H-pyrazole-1-carboximidamide